1-(1,10-Phenanthrolin-2-yl)ethanone N1=C(C=CC2=CC=C3C=CC=NC3=C12)C(C)=O